2-amino-[1,2,4]triazolo[1,5-a]pyridin-6-ol NC1=NN2C(C=CC(=C2)O)=N1